7-(pyridin-3-yl)-1H-imidazo[4,5-c]quinolin-4-amine N1=CC(=CC=C1)C=1C=CC=2C3=C(C(=NC2C1)N)N=CN3